BrC1=CC=C2C(=NC(=NC2=C1)Cl)N(C1=CC=CC=C1)CC 7-bromo-2-chloro-N-ethyl-N-Phenylquinazolin-4-amine